ClC1=C(C=2N(C(=C1C1CCN(CC1)S(=O)(=O)C1=CN=C(S1)C)[2H])N=C(N2)[2H])[2H] 5-((4-(7-chloro-[1,2,4]triazolo[1,5-a]pyridin-6-yl-2,5,8-d3)piperidin-1-yl)sulfonyl)-2-methylthiazole